methyl (E)-2-(3-(2-cyano-2-(6-methoxy-3H-imidazo[4,5-c]pyridin-2-yl)vinyl)-2,5-dimethyl-1H-pyrrol-1-yl)-5-methylthiophene-3-carboxylate C(#N)\C(=C/C1=C(N(C(=C1)C)C=1SC(=CC1C(=O)OC)C)C)\C1=NC2=C(C=NC(=C2)OC)N1